(E)-3-(4-fluoro-2-trifluoromethylphenyl)acrylic acid FC1=CC(=C(C=C1)/C=C/C(=O)O)C(F)(F)F